2-[4(1H)-pyridinylidene]indan-1,3-dione N1C=CC(C=C1)=C1C(C2=CC=CC=C2C1=O)=O